ClC1=CC2=C(C=N1)C=NN2C 6-chloro-1-methyl-1H-pyrazolo[4,3-c]pyridine